ClC1=C(C(=C(C(=O)NC)C(=C1)Cl)[N+](=O)[O-])OC 4,6-Dichloro-3-methoxy-N-methyl-2-nitrobenzamide